C(CCC)C(C(=O)NCCO)N1CCC(CC1)C=1C=C2C(=C(NC2=CC1)C1=CC(=NC(=C1)C)C)C(C)C n-butyl-2-(4-(2-(2,6-dimethylpyridin-4-yl)-3-isopropyl-1H-indol-5-yl)piperidin-1-yl)-N-(2-hydroxyethyl)acetamide